(S)-1-([1,1'-Biphenyl]-4-yl)-3-(1-(tert-butoxycarbonyl)pyrrolidin-3-yl)-2-oxo-2,3-dihydro-1H-imidazo[4,5-b]pyridine-5-carboxylic acid methyl ester COC(=O)C1=CC=C2C(=N1)N(C(N2C2=CC=C(C=C2)C2=CC=CC=C2)=O)[C@@H]2CN(CC2)C(=O)OC(C)(C)C